FC(C1=NC(=NC(=C1)C(F)(F)F)N1NC(CC1C(=O)N(C)C1=CC(=C(C=C1)Cl)C)=O)(F)F 2-(4,6-bis(trifluoromethyl)pyrimidin-2-yl)-N-(4-chloro-3-methylphenyl)-N-methyl-5-oxopyrazolidine-3-carboxamide